N-((R)-1-(((R)-1-(4-chlorothiazol-2-yl)-1-oxo-3-((S)-2-oxopyrrolidin-3-yl)propan-2-yl)amino)-3-cyclohexyl-1-oxopropan-2-yl)-4-methoxy-1H-indole-2-carboxamide ClC=1N=C(SC1)C([C@@H](C[C@H]1C(NCC1)=O)NC([C@@H](CC1CCCCC1)NC(=O)C=1NC2=CC=CC(=C2C1)OC)=O)=O